FC(C(=O)O)(F)C1=CC=CC=C1 α,α-difluorophenylacetic acid